2-(4-chlorophenyl)-N-[4-(3,4-di-methoxyphenyl)isoxazol-5-yl]-2-prop-2-ynyloxyacetamide ClC1=CC=C(C=C1)C(C(=O)NC1=C(C=NO1)C1=CC(=C(C=C1)OC)OC)OCC#C